(S)-8-chloro-6-(((2-ethyl-6-fluoropyridin-3-yl)(1-(1-(trifluoromethyl)cyclopropyl)-1H-1,2,3-triazol-4-yl)methyl)amino)-4-(neopentylamino)quinoline-3-carbonitrile ClC=1C=C(C=C2C(=C(C=NC12)C#N)NCC(C)(C)C)N[C@H](C=1N=NN(C1)C1(CC1)C(F)(F)F)C=1C(=NC(=CC1)F)CC